(S)-2-(trifluoromethyl)-5-(4-(4-(trifluoromethyl)pyrazolo[1,5-a]pyridin-2-yl)-6,7-dihydro-1H-imidazo[4,5-c]pyridin-5(4H)-yl)-1,3,4-oxadiazole FC(C=1OC(=NN1)N1[C@@H](C2=C(CC1)NC=N2)C2=NN1C(C(=CC=C1)C(F)(F)F)=C2)(F)F